NC1CCC(CC1)OC=1N=C(SC1C(=O)OCC)C ethyl 4-(((2s,4S)-4-aminocyclohexyl)oxy)-2-methylthiazole-5-carboxylate